n-nitropropane CCC[N+](=O)[O-]